C(C)(C)(C)OC(=O)N1CCC(CC1)N1C(NC2=C1C=C(C=C2)C#N)=O 4-(6-cyano-2-oxo-2,3-dihydro-1H-benzo[d]imidazol-1-yl)piperidine-1-carboxylic acid tert-butyl ester